C(C)(=O)O[C@@H](C(=O)C1=NC=C(C(=C1)C)Br)C (2R)-1-(5-bromo-4-methylpyridin-2-yl)-1-oxopropan-2-yl acetate